NC1=[N+](ON=C1N)[O-] 3,4-Diaminofuroxan